[Na+].NC1=NC2=NC=C(N=C2C(=N1)N)CNC1=CC=C(C(=O)[O-])C=C1 4-(N-[2,4-diamino-6-pteridinylmethyl]amino)benzoic acid sodium salt